2-(4,4-difluoroazepan-1-yl)-6,7-difluoro-N-(2-(S-methylsulfonimidoyl)pyridin-4-yl)quinoline-3-carboxamide FC1(CCN(CCC1)C1=NC2=CC(=C(C=C2C=C1C(=O)NC1=CC(=NC=C1)S(=O)(=N)C)F)F)F